C(C)(C)(C)OC(=O)N1CCN(CC1)C(COS(=O)(=O)C)C 4-(1-((methylsulfonyl)oxy)propan-2-yl)piperazine-1-carboxylic acid tert-butyl ester